BrC=1C=CC=C2C(=CC(=NC12)N1C=NC=C1)C(=O)N[C@@H]1CC[C@H](CC1)OC 8-bromo-2-(1H-imidazol-1-yl)-N-((trans)-4-methoxycyclohexyl)quinoline-4-carboxamide